2-((1s,2r)-1-(2-chloro-5-fluorophenyl)-1-(5-methyl-1H-pyrazol-1-yl)propan-2-yl)-5-hydroxy-N-(isoxazol-4-yl)-1-methyl-6-oxo-1,6-dihydropyrimidine-4-carboxamide ClC1=C(C=C(C=C1)F)[C@H]([C@@H](C)C=1N(C(C(=C(N1)C(=O)NC=1C=NOC1)O)=O)C)N1N=CC=C1C